BrC=1C(=NC=C(C1)Cl)NC=1C(=NC=C(C1C)OC)C 3-bromo-5-chloro-N-(5-methoxy-2,4-dimethylpyridin-3-yl)pyridin-2-amine